C1(=C(C=CC=C1)C=1C(=C2C(=CC1)N=C1C=CC3=C4C=CC=CC4=NC3=C12)C1=C(C(=CC=2C3=CC=CC=C3CC12)C)C)C=1C(=CC=CC1)C1=CC=CC=C1 (terphenylyl)(dimethylfluorenyl)indolocarbazole